N-(2-cyclopropyl-4-iodo-5-methylphenyl)-N-[7-oxo-6-(oxolan-3-yl)-5H-pyrrolo[3,4-b]pyridin-2-yl]but-2-ynamide C1(CC1)C1=C(C=C(C(=C1)I)C)N(C(C#CC)=O)C1=CC=C2C(=N1)C(N(C2)C2COCC2)=O